4-Cyano-4-[(3-methyl-2-methylcarbamoyl-6-pyridin-4-yl-imidazo[1,2-a]pyrazin-8-ylamino)-methyl]-piperidine-1-carboxylic acid tert-butyl ester C(C)(C)(C)OC(=O)N1CCC(CC1)(CNC=1C=2N(C=C(N1)C1=CC=NC=C1)C(=C(N2)C(NC)=O)C)C#N